C[C@@H](C1=CC=C(C=C1)N2CCCC2=O)C(=O)NC3=NNC(=C3)C4CC4 The molecule is a carboxamide resulting from the formal condensation of the primary amino group of 5-cyclopropyl-1H-pyrazol-3-amine with the carboxy group of (2S)-2-phenylpropanoic acid in which the phenyl ring is substituted at the para position by a 2-oxopyrrolidin-1-yl group. A CDK2 inhibitor with antineoplastic activity. It has a role as an EC 2.7.11.22 (cyclin-dependent kinase) inhibitor and an antineoplastic agent. It is a member of pyrrolidin-2-ones, a member of pyrazoles, a member of cyclopropanes, a secondary carboxamide and a tertiary carboxamide.